C(C(=C)C)(=O)OC[Si](OC)(OC)OC METHACRYLOXYMETHYLTRIMETHOXYSILANE